S(=O)([O-])OS(=O)[O-].[NH4+].C1N(CC12CCNCC2)C2=NC=NC1=CC=C(C=C21)OC(F)(F)F.[NH4+] 4-(2,7-diazaspiro[3.5]non-2-yl)-6-(trifluoromethoxy)quinazoline ammonium disulfite